4-bromo-1-(((1S,2R,5S)-6,6-dimethylbicyclo[3.1.1]heptan-2-yl)methyl)-5-methyl-1H-pyrazole BrC=1C=NN(C1C)C[C@H]1[C@H]2C([C@@H](CC1)C2)(C)C